BrC=1C=C(C=CC1F)NC(=NO)C1=NON=C1NCCC1NC(CC1)=C=O N-(3-bromo-4-fluorophenyl)-N'-hydroxy-4-((2-(5-carbonylpyrrolidin-2-yl)ethyl)amino)-1,2,5-oxadiazole-3-carboxamidine